hexyl-norbornene C(CCCCC)C12C=CC(CC1)C2